N(=[N+]=[N-])[C@@H]1[C@@H]2[C@H]([C@H](OC1O)CO[Si](C(C)C)(C(C)C)C(C)C)OC(O2)(C)C (3aR,4R,7R,7aR)-7-azido-2,2-dimethyl-4-(((triisopropylsilyl)oxy)methyl)tetrahydro-4H-[1,3]dioxolo[4,5-c]pyran-6-ol